1-(2-methyl-4-phenylquinolin-3-yl)ethanone methyl-(S)-1-((S)-3-(5-bromo-3,6-dihydropyridin-1(2H)-yl)-2-((tert-butoxycarbonyl)amino)propanoyl)hexahydropyridazine-3-carboxylate COC(=O)[C@H]1NN(CCC1)C([C@H](CN1CCC=C(C1)Br)NC(=O)OC(C)(C)C)=O.CC1=NC2=CC=CC=C2C(=C1C(C)=O)C1=CC=CC=C1